ClC=1N=C(C2=C(N1)N(C=C2)COCC[Si](C)(C)C)N2C[C@H](NCC2)[C@@](C)(C(C)C)O (R)-2-((S)-4-(2-chloro-7-((2-(trimethylsilyl)ethoxy)methyl)-7H-pyrrolo[2,3-d]pyrimidin-4-yl)piperazin-2-yl)-3-methylbutan-2-ol